octatriacontyl tetracos-15-enoate C(CCCCCCCCCCCCCC=CCCCCCCCC)(=O)OCCCCCCCCCCCCCCCCCCCCCCCCCCCCCCCCCCCCCC